1D-myo-inositol 1-phosphate [C@H]1([C@H](C([C@@H]([C@@H](C1O)O)O)OP(=O)(O)O)O)O